O=C1NC(CCC1N1C(C2=CC=C(C=C2C1=O)N1CCN(CC1)CC1CCN(CC1)CCOC1=CC=C(C=C1)\C(=C(\CC)/C1=CC=CC=C1)\C1=CC=C(C=C1)B(O)O)=O)=O (Z)-(4-(1-(4-(2-(4-((4-(2-(2,6-dioxopiperidin-3-yl)-1,3-dioxoisoindolin-5-yl)piperazin-1-yl)methyl)piperidin-1-yl)ethoxy)phenyl)-2-phenylbut-1-en-1-yl)phenyl)boronic acid